FC1=CC(=CC2=CC=3C[C@@](CCC3N=C12)(C(C)C)F)C(=O)N[C@H](CCN1CCC2(CCO2)CC1)C=1C=NC(=CC1)C1=CN=NC=C1 |r| rac-(7S)-4,7-difluoro-7-isopropyl-N-[rac-(1R)-3-(1-oxa-7-azaspiro[3.5]nonan-7-yl)-1-(6-pyridazin-4-yl-3-pyridyl)propyl]-6,8-dihydro-5H-acridine-2-carboxamide